1-(5-(((2S,4S)-1-((4,4-difluorocyclohexyl)methyl)-2-methylpiperidin-4-yl)methyl)benzo[d]isoxazol-3-yl)dihydropyrimidine-2,4(1H,3H)-dione FC1(CCC(CC1)CN1[C@H](C[C@H](CC1)CC=1C=CC2=C(C(=NO2)N2C(NC(CC2)=O)=O)C1)C)F